C(C1=CC=CC=C1)OC1=CC(=C(C=C1)CN)N1N=CC=C1 1-[4-(benzyloxy)-2-(pyrazol-1-yl)phenyl]methanamine